OC1=CC(N(C(=N1)SC(C)C)CC1=CC(=C(C(=C1)OC)OC)OC)=O 6-hydroxy-2-(isopropylthio)-3-(3,4,5-trimethoxybenzyl)pyrimidin-4(3H)-one